BrC1=C(C=C2C(=N1)N(C(=C2)C(C)(C)C)C)F 6-bromo-2-tert-butyl-5-fluoro-1-methyl-pyrrolo[2,3-b]pyridine